4-(((6-cyclopropylimidazo[1,2-a]pyridin-2-yl)methyl)(methyl)amino)-2-nitrobenzenesulfonamide C1(CC1)C=1C=CC=2N(C1)C=C(N2)CN(C2=CC(=C(C=C2)S(=O)(=O)N)[N+](=O)[O-])C